FC(C(C(C(C(C(F)(F)F)(F)F)(F)F)(F)F)(F)F)(C(CO)C)F 2-(perfluorohexyl)propanol